N[C@H]1CN(CCC1)C1=NC2=C(N1[C@H](C)C1=CC=C(C#N)C=C1)C=CC=C2 4-((R)-1-(2-((R)-3-Aminopiperidin-1-yl)-1H-benzo[d]imidazol-1-yl)ethyl)benzonitril